ClC=1C(=NC=C(C1)B1OC(C(O1)(C)C)(C)C)C(=O)NCC(F)(F)F 3-Chloro-5-(4,4,5,5-tetramethyl-1,3,2-dioxaborolan-2-yl)-N-(2,2,2-trifluoroethyl)pyridine-2-carboxamide